(4-cyano-benzyl)-proline C(#N)C1=CC=C(CN2[C@@H](CCC2)C(=O)O)C=C1